1-(5-bromo-6-hydroxypyridin-3-yl)-3-methylcyclobutane-1-carboxylic acid BrC=1C=C(C=NC1O)C1(CC(C1)C)C(=O)O